C(C1=CC=CC=C1)N1CC2(CNC2)[C@@H](C1)C(=O)OC Methyl (8S)-6-benzyl-2,6-diazaspiro[3.4]octane-8-carboxylate